BrC1=CC(=C(C#N)C(=C1)N1CCNCC1)F 4-bromo-2-fluoro-6-(piperazin-1-yl)benzonitrile